2-[5-Acetyloxy-2-(acetyloxymethyl)-6-[4-(3-phenylprop-2-enoyl)phenoxy]-3-[3,4,5-triacetyloxy-6-(acetyloxymethyl)oxan-2-yl]oxyoxan-4-yl]acetic acid C(C)(=O)OC1C(C(C(OC1OC1=CC=C(C=C1)C(C=CC1=CC=CC=C1)=O)COC(C)=O)OC1OC(C(C(C1OC(C)=O)OC(C)=O)OC(C)=O)COC(C)=O)CC(=O)O